CCOCCOCCOCCOCC#C 3,6,9,12-tetraoxapentadec-14-yn